C(#N)C1=C(C=CC(=C1)C(=O)[O-])C1=C(C=C(C=C1)C(=O)[O-])C#N 2,2'-dicyano-4,4'-biphenyldicarboxylate